CC1(CCNCC1)C=1C=CC(=NC1)NC(=O)C1CC1 N-(5-(4-methylpiperidin-4-yl)pyridin-2-yl)cyclopropanecarboxamide